tert-butyl (4R,7S,8S)-13-chloro-9-ethyl-14-fluoro-16,17-dimethyl-10-oxa-2,12,18,20-tetrazapentacyclo[9.7.1.14,7.02,8.015,19]icosa-1(18),11(19),12,14,16-pentaene-20-carboxylate ClC1=NC=2OC([C@@H]3[C@@H]4CC[C@H](CN3C3=NC(=C(C(=C1F)C32)C)C)N4C(=O)OC(C)(C)C)CC